FC(OC1=CC=CC=2C(N([C@H]3C=4N([C@@H](C21)C3)C3=C(N4)C=CC(=C3)C=3C=C4C(=NC3)C(CCO4)O)C([2H])([2H])[2H])=O)F (7R,14R)-1-(difluoromethoxy)-11-(4-hydroxy-3,4-dihydro-2H-pyrano[3,2-b]pyridin-7-yl)-6-(methyl-d3)-6,7-dihydro-7,14-methanobenzo[f]benzo[4,5]imidazo[1,2-a][1,4]diazocin-5(14H)-one